[N+](=[N-])=C1C(C2=CC=C(C=C2C12C1=CC=C(C=C1OC=1C=C(C=CC21)N2CC(C2)O)N2CC(C2)O)C(=O)O)=O 2-diazo-3',6'-bis(3-hydroxyazetidin-1-yl)-3-oxo-2,3-dihydrospiro[indene-1,9'-xanthene]-6-carboxylic acid